COC1=C(C2=C(C=N1)C=NN2C)NS(=O)(=O)C=2C=NC(=CC2)C=2NN=C(C2)C(F)(F)F N-{6-methoxy-1-methylpyrazolo[4,3-c]pyridin-7-yl}-6-[5-(trifluoromethyl)-2H-pyrazol-3-yl]pyridine-3-sulfonamide